cis-cyclooctenyl bromoformate BrC(=O)OC1=CCCCCCC1